NC1=NC=2C=C(C=CC2C2=C1N=C(N2CC(C)(O)C)COCC)CC=2C=C1CCNCC1=CC2 1-(4-amino-2-(ethoxymethyl)-7-((1,2,3,4-tetrahydroisoquinolin-6-yl)methyl)-1H-imidazo[4,5-c]quinolin-1-yl)-2-methylpropan-2-ol